FC(C(=O)O)(F)F.FC1CN=C(NC1)NC=1C=C(C=2C=NNC2C1)C(=O)NCC(=O)N[C@@H](CC(=O)OC)C1=CC(=CC=C1)C(F)(F)F methyl (3S)-3-(2-(6-((5-fluoro-1,4,5,6-tetrahydropyrimidin-2-yl)amino)-1H-indazole-4-carboxamido)acetamido)-3-(3-(trifluoromethyl)phenyl)propanoate trifluoroacetate